C[C@@]1([C@@H](C1)NC1CCC(CC1)N)C1=CC=CC=C1 N1-((trans)-2-methyl-2-phenylcyclopropyl)cyclohexane-1,4-diamine